((5-fluoro-4-(4-fluoro-2-methoxyphenyl)pyrimidin-2-yl)amino)-8-((di-n-propylamino)methyl)-2H-benzo[b][1,4]oxazin-3(4H)-one FC=1C(=NC(=NC1)NC1C(NC2=C(O1)C(=CC=C2)CN(CCC)CCC)=O)C2=C(C=C(C=C2)F)OC